Methyl 4-(((1r,4r)-4-(2-((tert-butoxycarbonyl)amino)ethoxy)cyclohexyl) oxy)butanoate C(C)(C)(C)OC(=O)NCCOC1CCC(CC1)OCCCC(=O)OC